(2-Chlorophenyl)(2,2-dimethyl-1,2,3,7-tetrahydropyrrolo[3',2':5,6]pyrido[3,4-b][1,4]oxazin-9-yl)methanol ClC1=C(C=CC=C1)C(O)C1=CNC2=C1C1=C(OCC(N1)(C)C)C=N2